(S)-2-chloro-N-(5-chloro-6-((S)-tetrahydrofuran-2-yl)pyridin-3-yl)-8,8-dimethyl-7,8-dihydro-6H-cyclopenta[e]pyrazolo[1,5-a]pyrimidine-6-carboxamide ClC1=NN2C(N=CC3=C2C(C[C@@H]3C(=O)NC=3C=NC(=C(C3)Cl)[C@H]3OCCC3)(C)C)=C1